O(C1=CC=CC=C1)C1=C(C=CC=C1)NCC 2-phenoxy-phenyl-ethyl-amine